(3S,4S)-N3,N4-bis((1S,2R)-2-phenylcyclopropyl)-1-(4-((R)-3-(tetradecylsulfonamido)pyrrolidine-1-carbonyl)benzoyl)pyrrolidine-3,4-dicarboxamide C1(=CC=CC=C1)[C@@H]1[C@H](C1)NC(=O)[C@@H]1CN(C[C@H]1C(=O)N[C@@H]1[C@H](C1)C1=CC=CC=C1)C(C1=CC=C(C=C1)C(=O)N1C[C@@H](CC1)NS(=O)(=O)CCCCCCCCCCCCCC)=O